4-({7-fluoro-6-[2-fluoro-1-(fluoromethyl)ethoxy]-1-(1-formylpiperidin-4-yl)-2,4-dioxo-1,4-dihydroquinazolin-3(2H)-yl}methyl)-2-methoxyphenyl 3,4-dichlorobenzene-sulphonate ClC=1C=C(C=CC1Cl)S(=O)(=O)OC1=C(C=C(C=C1)CN1C(N(C2=CC(=C(C=C2C1=O)OC(CF)CF)F)C1CCN(CC1)C=O)=O)OC